palladium-cobalt hydrogen peroxide OO.[Co].[Pd]